C1(CC1)N1C(=NC(=C1)C(F)(F)F)C1=CC=C(C=C1)CB1OC(C(O1)(C)C)(C)C 1-cyclopropyl-2-[4-[(4,4,5,5-tetramethyl-1,3,2-dioxaborolan-2-yl)methyl]phenyl]-4-(trifluoromethyl)imidazole